2-(4-(3-amino-1H-pyrazole-1-carbonyl)benzylamino)-3-chloronaphthalene-1,4-dione NC1=NN(C=C1)C(=O)C1=CC=C(CNC=2C(C3=CC=CC=C3C(C2Cl)=O)=O)C=C1